N-(4-{4-Amino-1-[4-(4-Methylpiperazin-1-Yl)-Trans-Cyclohexyl]-1h-Pyrazolo[3,4-D]pyrimidin-3-Yl}-2-Methoxyphenyl)-1-Methyl-1h-Indole-2-Carboxamide NC1=C2C(=NC=N1)N(N=C2C2=CC(=C(C=C2)NC(=O)C=2N(C1=CC=CC=C1C2)C)OC)[C@@H]2CC[C@H](CC2)N2CCN(CC2)C